4-(phenylmethoxy)-1H-indole-3-acetamide C1(=CC=CC=C1)COC1=C2C(=CNC2=CC=C1)CC(=O)N